(S)-4-fluoro-2-(4-phenoxyphenyl)-5-(tetrahydropyran-3-ylmethylamino)pyridazin-3-one FC=1C(N(N=CC1NC[C@H]1COCCC1)C1=CC=C(C=C1)OC1=CC=CC=C1)=O